2-trans-4-trans-Decadienal CCCCC/C=C/C=C/C=O